FC(C1(CC1)N1N=NC(=C1)OCC1=C2C=CN(C(C2=CC=C1)=O)C)F 5-{{{1-[1-(Difluoromethyl)cyclopropyl]-1H-1,2,3-triazol-4-yl}hydroxy}methyl}-2-methylisoquinolin-1(2H)-one